N1C[C@@H](CC1)CNC(O[C@H]1[C@H](NC[C@@H]1O)CC1=CC=C(C=C1)OC)=O (2R,3S,4S)-4-hydroxy-2-[(4-methoxy phenyl)methyl]pyrrolidin-3-yl N-[(3R)-pyrrolidin-3-ylmethyl]carbamate